C(C)OC=1C=C(C(=O)N2[C@@H](C[C@H](C2)O)C(=O)NCC2=NOC(=C2)C2=CC=CC=C2)C=CC1 (2S,4R)-1-(3-ethoxybenzoyl)-4-hydroxy-N-((5-phenylisoxazol-3-yl)methyl)pyrrolidine-2-carboxamide